3-((3-chloro-4-(trifluoromethyl)phenyl)amino)-4-((4-(5-(chlorodifluoromethyl)-1,2,4-oxadiazol-3-yl)phenyl)amino)cyclobut-3-ene-1,2-dione ClC=1C=C(C=CC1C(F)(F)F)NC=1C(C(C1NC1=CC=C(C=C1)C1=NOC(=N1)C(F)(F)Cl)=O)=O